ONC([C@@H](CC1=CC=C(C=C1)O)N1N=NC(=C1)CNS(=O)(=O)C=1SC(=CC1)C1=CC=CC=C1)=O (R)-N-hydroxy-3-(4-hydroxyphenyl)-2-(4-((5-phenylthiophene-2-sulfonylamino)methyl)-1H-1,2,3-triazol-1-yl)propanamide